C(C1=CC=CC=C1)OC(=O)N1[C@H](CN(C[C@H]1C)S(=O)(=O)C1=CC=C(C=C1)[N+](=O)[O-])CC(=O)N (2S,6R)-2-(2-amino-2-oxoethyl)-6-methyl-4-((4-nitrophenyl)sulfonyl)piperazine-1-carboxylic acid benzyl ester